C(#N)C=1C(=NN(C1COC1=CC=C(C=C1)CCNC(OC(C)(C)C)=O)C1=CC=CC=C1)C tert-Butyl N-(2-{4-[(4-cyano-3-methyl-1-phenyl-1H-pyrazol-5-yl)methoxy]-phenyl}ethyl)carbamate